OCC1(CC1)CC(=O)OC methyl 2-(1-(hydroxymethyl)cyclopropyl)acetate